tert-Butyl ((1S)-(4,4-difluorocyclohexyl)(7-((6-iodo-2-((4-nitrophenyl)sulfonyl)-3-oxo-2-azabicyclo[2.2.1]heptan-4-yl)methyl)imidazo[1,2-b]pyridazin-2-yl)methyl)carbamate FC1(CCC(CC1)[C@@H](C=1N=C2N(N=CC(=C2)CC23C(N(C(C(C2)I)C3)S(=O)(=O)C3=CC=C(C=C3)[N+](=O)[O-])=O)C1)NC(OC(C)(C)C)=O)F